N-(4-(4-amino-5-(4-((5-chloropyrimidin-2-yl)oxy)-3-methoxyphenyl)-7-methyl-7H-pyrrolo[2,3-d]pyrimidin-6-yl)phenyl)acrylamide NC=1C2=C(N=CN1)N(C(=C2C2=CC(=C(C=C2)OC2=NC=C(C=N2)Cl)OC)C2=CC=C(C=C2)NC(C=C)=O)C